3-propenyl-diphosphonic acid C(=CC)P(OP(=O)O)(=O)O